COC(C1=CC(=CC=C1)[N+](=O)[O-])=O 3-nitro-benzoic acid methyl ester